C=C1C(NC(C(N1)=O)=CC=1N=CN(C1C(C)C)CC1=CC(=CC(=C1)C(F)(F)F)C(F)(F)F)=O methylene-6-((5-isopropyl-1-(3,5-bistrifluoromethylbenzyl)imidazol-4-yl)methylene)piperazine-2,5-dione